N[C@H](C)C1=C(C=C(C(=O)OC)C=C1)Cl |r| (±)-Methyl 4-(1-aminoethyl)-3-chlorobenzoate